1-(1-(4-(2-methoxypyridin-4-yl)benzyl)-1H-indol-5-yl)-5-methyl-1H-pyrazole-3-carboxamide COC1=NC=CC(=C1)C1=CC=C(CN2C=CC3=CC(=CC=C23)N2N=C(C=C2C)C(=O)N)C=C1